CN1CCN(CC1)C1CC2=C(N(N=C2CC1)C1=NC=CC2=C1C=CS2)O 5-(4-methyl-piperazin-1-yl)-2-thieno[3,2-c]pyridin-4-yl-4,5,6,7-tetrahydro-2H-indazol-3-ol